3-(1-(7-bromo-4-oxopyrido[4,3-d]pyrimidin-3(4H)-yl)ethyl)benzoate BrC1=CC=2N=CN(C(C2C=N1)=O)C(C)C=1C=C(C(=O)[O-])C=CC1